C12CC(CC2C1)N1C(C(N(C=C1)CC=1N=[N+](C(=CC1)C=1C=NC=CC1)[O-])=O)=O 3-((4-((cis)-bicyclo[3.1.0]hexan-3-yl)-2,3-dioxo-3,4-dihydropyrazin-1(2H)-yl)methyl)-6-(pyridin-3-yl)pyridazine 1-oxide